2-methyl-2-(1-methyl-1H-pyrazol-4-yl)propionitrile CC(C#N)(C)C=1C=NN(C1)C